ClC1=NC(=C(N=C1C)C=1C=C(C(=CC1)OC(F)F)C1=CC=CC=C1)C 2-chloro-5-(6-(difluoromethoxy)-[1,1'-biphenyl]-3-yl)-3,6-dimethylpyrazine